Cl.BrC=1N=C(SC1)C=1C(=NC=C(C1)N1CCNCC1)C(=O)N (4-bromothiazol-2-yl)-5-(piperazin-1-yl)picolinamide hydrochloride